ClCCCCCCOCCOCCNC(=O)C1=C(C(=C(C(=O)[O-])C(=C1F)[C+]1C=2C=C3C(=CC(NC3=CC2[Si](C2=C1C=C1C(=CC(NC1=C2)(C)C)C)(C)C)(C)C)C)F)F 4-((2-(2-((6-Chlorohexyl)oxy)ethoxy)ethyl)carbamoyl)-2,3,5-trifluoro-6-(2,2,4,8,10,10,13,13-octamethyl-2,10,11,13-tetrahydrosilino[3,2-g:5,6-g']diquinolin-6-ylium-6(1H)-yl)benzoate